C(C)(=O)C=1C(C(=C(NC1C)C)C(=O)N(CC)CC)C=1C2=C(SC1)C=CC=C2 5-acetyl-4-(benzo[b]thiophen-3-yl)-N,N-diethyl-2,6-dimethyl-1,4-dihydropyridine-3-carboxamide